Naphthyridin-7(6H)-one N1=CC=CC2=CCC(N=C12)=O